1-[4-chloro-2-(difluoromethyl)phenyl]-N-[(3R)-1-methyl-3-piperidinyl]pyrrolo[1,2-d][1,2,4]triazin-4-amine ClC1=CC(=C(C=C1)C=1C=2N(C(=NN1)N[C@H]1CN(CCC1)C)C=CC2)C(F)F